COC1=C(C2=CC=CC=C2C=C1)CC1=C(C=CC2=CC=CC=C12)O 1-((2-methoxynaphthalen-1-yl)methyl)naphthalen-2-ol